CC1=CC=C(OC=2C=C(C=CC2)B(O)O)C=C1 3-(4-methylphenoxy)benzeneboronic acid